4-(3-(piperazine-1-yl)propoxy)-2H-benzopyran-2-one N1(CCNCC1)CCCOC1=CC(OC2=C1C=CC=C2)=O